4-((9-((2R,3R,5S)-3-acetoxy-5-(acetoxymethyl)tetrahydrofuran-2-yl)-2-amino-8-oxo-8,9-dihydro-7H-purin-7-yl)methyl)thiophen C(C)(=O)O[C@H]1[C@@H](O[C@@H](C1)COC(C)=O)N1C2=NC(=NC=C2N(C1=O)CC=1C=CSC1)N